C1(CCCCC1)C1=CC=C(CN2C(=NC=3N(C(N(C(C23)=O)C)=O)C)NCC)C=C1 7-(4-cyclohexylbenzyl)-8-(ethylamino)-1,3-dimethyl-3,7-dihydro-1H-purine-2,6-dione